ethyl 3-(3-(7-((2-ethoxy-2-oxoethyl)sulfonyl)-2-(fluoromethyl)-6,6-dimethyl-1-(2-methylhydrazineyl)-1-oxoheptan-2-yl)phenyl)-2-methylpropanoate C(C)OC(CS(=O)(=O)CC(CCCC(C(=O)NNC)(CF)C=1C=C(C=CC1)CC(C(=O)OCC)C)(C)C)=O